C1=CC=C2C=C3C(=CC2=C1)C=CC(=C3S(=O)(=O)O)S(=O)(=O)O Anthracenedisulfonic acid